tert-butyl N-[6-hydroxy-10,13-dimethyl-9-oxo-6,15-bis(trifluoromethyl)-19-oxa-3,4,10,13,18-pentazatricyclo[12.3.1.12,5]nonadeca-1(17),2,4,14(18),15-pentaen-17-yl]carbamate OC1(C2=NN=C(C3=C(C=C(C(N(CCN(C(CC1)=O)C)C)=N3)C(F)(F)F)NC(OC(C)(C)C)=O)O2)C(F)(F)F